O=C1N(C(C2=CC=CC=C12)=O)C1COC(OC1)[C@H](CN(C1=CC=C(C#N)C=C1)CC1=CC(=C(C=C1)OC)F)O 4-(((S)-2-((2r,5S)-5-(1,3-dioxoisoindolin-2-yl)-1,3-dioxan-2-yl)-2-hydroxyethyl)(3-fluoro-4-methoxybenzyl)amino)benzonitrile